BrC=1C(=C(C=C2COCC12)NC(=C1C(OC(OC1=O)(C)C)=O)SC)Cl 5-[[(7-bromo-6-chloro-1,3-dihydroisobenzofuran-5-yl)amino]-methylsulfanyl-methylene]-2,2-dimethyl-1,3-dioxane-4,6-dione